[N+](=O)([O-])C=1C=C(\C=C(\C(=O)OCC)/C(C)=O)C=CC1 (E)-ethyl 2-(3-nitrobenzylidene)-3-oxobutanoate